C(CC)C1CCC(CC1)O p-propyl-cyclohexyl alcohol